FC(CC1=CSC2=C(N=CC=C21)N)(F)F 3-(2,2,2-trifluoroethyl)thieno[2,3-c]pyridin-7-amine